C(C(=O)[O-])(=O)[O-].C1(=C(C=CC=C1)[NH2+]C1=C(C=CC=C1)C)C.C1(=C(C=CC=C1)[NH2+]C1=C(C=CC=C1)C)C ditolyl-ammonium oxalate